O.C(=CC1=CC=CC=C1)S(=O)(=O)[O-].[Na+] Sodium styrenesulfonate hydrate